BrC1=CC(=C(O[C@@H]2C[C@H](CCC2)C(=O)OC)C=C1)F methyl (1S,3S)-3-(4-bromo-2-fluorophenoxy)cyclohexane-1-carboxylate